C1(CC1)NC1=CN=CC(=N1)C=1C=C2C=C(N=CC2=CC1)N 6-(6-(cyclopropylamino)pyrazin-2-yl)isoquinolin-3-amine